3-((tert-Butyldiphenylsilyl)oxy)-2,2-dimethylpropanethioamide [Si](C1=CC=CC=C1)(C1=CC=CC=C1)(C(C)(C)C)OCC(C(N)=S)(C)C